CN(CC(=O)N[C@@H](C(C)(C)C)C(=O)NC(C(CN(CC(C)C)S(=O)(=O)C1=CC=C(C=C1)OC)O)CC1=CC=CC=C1)C N,N-dimethylglycyl-N-(2-hydroxy-3-(((4-methoxyphenyl)sulphonyl)(2-methylpropyl)amino)-1-(phenylmethyl)propyl)-3-methyl-L-valinamide